undec-5-ene acetate C(C)(=O)O.CCCCC=CCCCCC